C1CC12NCCN(C2)C2=CC=C(N=N2)C2=C(N=C1N2C=C(C(=C1)OCC)C(=O)N)C (6-4,7-diazaspiro[2.5]oct-7-ylpyridazin-3-yl)-7-ethoxy-2-methylimidazo[1,2-a]pyridine-6-carboxamide